FC1=C(C=CC(=C1F)OC1C(CCC1)O)C1=CC=C(C=C1)O 2',3'-difluoro-4'-((2-hydroxycyclopentyl)oxy)-[1,1'-biphenyl]-4-ol